OCCN1CCN(CC1)CC(=O)N (4-(2-hydroxyethyl)piperazin-1-yl)acetamide